(S)-N-(2-amino-1-(3-chloro-5-fluoro-phenyl)ethyl)-1-(5-methyl-2-((tetrahydro-2H-pyran-4-yl)amino)-pyrimidin-4-yl)-1H-imidazole-4-carboxamide mandelate C(C(O)C1=CC=CC=C1)(=O)O.NC[C@H](C1=CC(=CC(=C1)F)Cl)NC(=O)C=1N=CN(C1)C1=NC(=NC=C1C)NC1CCOCC1